CN1N=CC(=C1)C=1C=C2C(=NC=NN2C1)N1CCN(CC1)C1=NC=C(C=N1)C(C)N 2-(4-(6-(1-methyl-1H-pyrazol-4-yl)pyrrolo[2,1-f][1,2,4]triazin-4-yl)piperazin-1-yl)pyrimidin-5-ylethan-1-amine